ClC=1C=CC(=C(C1)NC(CNC(C(=O)OC(C)(C)C)CN1CC=CC=C1)=O)N1N=NC(=C1)Cl tert-butyl 2-((2-((5-chloro-2-(4-chloro-1H-1,2,3-triazol-1-yl)phenyl)amino)-2-oxoethyl)amino)-3-(pyridin-1-yl)propanoate